(R)-tert-butyl (1-(1,4-dibromo-6,7-dihydro-5H-cyclopenta[c]pyridin-3-yl)-2-(3,5-difluorophenyl)ethyl)carbamate BrC1=NC(=C(C2=C1CCC2)Br)[C@@H](CC2=CC(=CC(=C2)F)F)NC(OC(C)(C)C)=O